4-ferrocenyl-1-(4-vinylbenzyl)-1H-1,2,3-triazole [C-]1(C=CC=C1)C=1N=NN(C1)CC1=CC=C(C=C1)C=C.[CH-]1C=CC=C1.[Fe+2]